BrC=1C=C(C=C(C1OC1=NNC(C(=C1)C(C([2H])([2H])[2H])C([2H])([2H])[2H])=O)Cl)N1N=C(C(NC1=O)=O)C#N 2-(3-bromo-5-chloro-4-((5-di(trideuteromethyl)methyl-6-oxo-1,6-dihydropyridazine-3-yl)oxy)phenyl)-3,5-dioxo-2,3,4,5-tetrahydro-1,2,4-triazine-6-nitrile